C(CCCCCCCC)[C@@H]1[C@H](C1)C(=O)O trans-(1S,2S)-2-nonylcyclopropanecarboxylic acid